(E)-N-(2-(3-Chloro-6-hydroxy-4-methoxy-2-methylbenzoyl)isoindolin-4-yl)-4-(dimethylamino)-N-methylbut-2-enamide ClC=1C(=C(C(=O)N2CC3=CC=CC(=C3C2)N(C(\C=C\CN(C)C)=O)C)C(=CC1OC)O)C